5-cyclopentyl-4-[2-(1-isopropylpyrazol-4-yl)-6-methyl-1-(4-methylbenzenesulfonyl)-7-oxopyrrolo[2,3-c]pyridine-4-yl]-1-methylpyridin C1(CCCC1)C=1C(=CCN(C1)C)C=1C2=C(C(N(C1)C)=O)N(C(=C2)C=2C=NN(C2)C(C)C)S(=O)(=O)C2=CC=C(C=C2)C